N1(CCCC1)C1=CC=C(C=N1)C=1SC2=C(C=NC(=C2)N2CC3(C2)CN(CC3)C(=O)OC(C)(C)C)N1 tert-butyl 2-(2-(6-(pyrrolidin-1-yl)pyridin-3-yl)thiazolo[4,5-c]pyridin-6-yl)-2,6-diazaspiro[3.4]octane-6-carboxylate